tin-stibium [Sb].[Sn]